C(C)OC(COC1=NOC(=C1)[C@@H](C(=O)N1[C@@H](C[C@H](C1)O)C(=O)N[C@@H](C)C1=CC=C(C=C1)C=1N(N=CC1)C)C(C)C)OCC (2S,4R)-1-[(2S)-2-[3-(2,2-diethoxyethoxy)isoxazol-5-yl]-3-methyl-butyryl]-4-hydroxy-N-[(1S)-1-[4-(2-methylpyrazol-3-yl)phenyl]ethyl]pyrrolidine-2-carboxamide